(R)-isobutyl 2-amino-3-(3-(5-ethylisoxazol-4-yl)-5-fluorobenzamido)propanoate N[C@@H](C(=O)OCC(C)C)CNC(C1=CC(=CC(=C1)F)C=1C=NOC1CC)=O